3-chloro-5-(3-(3-methyl-2-oxoimidazolidin-1-yl)piperidin-1-yl)pyrazine-2-carbonitrile ClC=1C(=NC=C(N1)N1CC(CCC1)N1C(N(CC1)C)=O)C#N